5-(2-((2-(pyridin-2-yl)ethyl)amino)pyrimidin-5-yl)-1,3,4-oxadiazol-2(3H)-one N1=C(C=CC=C1)CCNC1=NC=C(C=N1)C1=NNC(O1)=O